C(C1=CC=CC=C1)NC(=O)C=1C(=C(C(=CC1CCCCC)O)C1C(CCC(=C1)C)C(=C)C)O N-benzyl-2,6-dihydroxy-5'-methyl-4-pentyl-2'-(prop-1-en-2-yl)-1',2',3',4'-tetrahydro-[1,1'-biphenyl]-3-carboxamide